C(C)(C)(C)OC(=O)N1C[C@H]([C@](CC1)(C)O)O trans-3,4-dihydroxyl-4-methylpiperidine-1-carboxylic acid tert-butyl ester